ClC=1C=2C(N=C3N(C2C=CC1)C1=CC(=CC=C1C31CCCCC1)C1CCN(CC1)CC1CCC3(CCN(CC3)C3=CC(=C(C(=C3)F)C3C(NC(CC3)=O)=O)F)CC1)=O 3-(4-(9-((4-(4'-chloro-5'-oxo-5'H-spiro[cyclohexane-1,7'-indolo[1,2-a]quinazolin]-10'-yl)piperidin-1-yl)methyl)-3-azaspiro[5.5]undecan-3-yl)-2,6-difluorophenyl)piperidine-2,6-dione